CC1(CC(CC(C1)C)C(C)C)C 2-(3,3,5-trimethylcyclohexyl)propane